NC1=CC=C(C=C1)S(=O)(=O)NN 4-aminobenzenesulfonohydrazide